p-nitrophenyl-β-glucose [N+](=O)([O-])C1=CC=C(C=C1)[C@]1(O)[C@H](O)[C@@H](O)[C@H](O)[C@H](O1)CO